C(CCCCCCC\C=C/CCCCCCCC)(=O)OCCCCOCOC(=O)OC1=CC=CC=C1 {[(phenoxycarbonyl)oxy]methoxy}butyl (9Z)-octadec-9-enoate